C(C)(C)(C)N(C(O)=O)C1=CC(=NC=C1OCC(F)(F)F)NC(C)=O.C(C)(=O)NC1=NC=C(C(=C1)NC(OC(C)(C)C)=O)OCC(F)(F)F tert-butyl (2-acetamido-5-(2,2,2-trifluoroethoxy)pyridin-4-yl)carbamate tert-Butyl-(2-acetamido-5-(2,2,2-trifluoroethoxy)pyridin-4-yl)carbamate